3-[2-(1-Cyclopropyl-6-fluoro-1,3-benzodiazol-5-yl)ethynyl]-5-(methylamino)-1-{[1-(prop-2-enoyl)azetidin-3-yl]methyl}pyrazole-4-carboxamide C1(CC1)N1C=NC2=C1C=C(C(=C2)C#CC2=NN(C(=C2C(=O)N)NC)CC2CN(C2)C(C=C)=O)F